adipic acid dihexanoate C(CCCCC)(=O)O.C(CCCCC)(=O)O.C(CCCCC(=O)O)(=O)O